N-(4-((4-(1H-imidazol-2-yl)-4-phenethyl-piperidin-1-yl)methyl)phenyl)-N-methylacetamide N1C(=NC=C1)C1(CCN(CC1)CC1=CC=C(C=C1)N(C(C)=O)C)CCC1=CC=CC=C1